C1(=CC=CC=C1)CCC1=NN=C(S1)N 5-(2-phenylethyl)-1,3,4-thiadiazol-2-amine